C(#N)C[C@@H](CC(=O)OCC)OC (S)-ethyl 4-cyano-3-methoxybutanoate